[Cl-].C(C)(C)(C)OC(=O)N1C(CCCC1)[Zn+] (1-(tert-butoxycarbonyl)piperidin-2-yl)zinc (II) chloride